C(CCC)[Si](C1=CC=C(C=C1)P(N(P(C1=CC=CC=C1)C1=C(C=CC=C1)F)C1CCCCC1)C1=CC=C(C=C1)[Si](CCCC)(CCCC)CCCC)(CCCC)CCCC N-(bis(4-(tributylsilyl)phenyl)phosphaneyl)-N-cyclohexyl-1-(2-fluorophenyl)-1-phenylphosphanamine